CN(C=1C(=NC=CC1)NC(=S)NC(C1=NC=C(C=C1)OC(C)C)=N)C N-((3-(dimethylamino)pyridin-2-yl)carbamothioyl)-5-isopropoxypicolinimidamide